(E)-4-methyl-7-morpholino-3-(3-(p-tolyl)acryloyl)quinolin-2(1H)-one CC1=C(C(NC2=CC(=CC=C12)N1CCOCC1)=O)C(\C=C\C1=CC=C(C=C1)C)=O